1-[2-(1-acetylpiperidin-3-yl)acetyl]-4-fluoro-N-{phenyl-[4-(prop-2-yl)phenyl]methyl}pyrrolidine-2-carboxamide C(C)(=O)N1CC(CCC1)CC(=O)N1C(CC(C1)F)C(=O)NC(C1=CC=C(C=C1)C(C)C)C1=CC=CC=C1